Thiazole-4-carbaldehyde-d1 methyl-(S)-2-((2-(4-(benzylthio)-2-chlorophenyl)-7-methylimidazo[1,2-a]pyridin-3-yl)methyl)morpholine-4-carboxylate COC(=O)N1C[C@@H](OCC1)CC1=C(N=C2N1C=CC(=C2)C)C2=C(C=C(C=C2)SCC2=CC=CC=C2)Cl.S2C=NC(=C2)C(=O)[2H]